O.[Li+].N1(C(COCC1([2H])[2H])([2H])[2H])C1=CC=C(C=C1)NC1=NC=CC(=N1)C1=CC=C(C(=O)[O-])C=C1 4-(2-((4-(morpholinyl-3,3,5,5-d4)phenyl)amino)pyrimidin-4-yl)benzoate lithium salt monohydrate